1-(4-(2-ethyl-6-(4-methoxyphenyl)-2H-indazol-3-yl)piperazin-1-yl)prop-2-en-1-one C(C)N1N=C2C=C(C=CC2=C1N1CCN(CC1)C(C=C)=O)C1=CC=C(C=C1)OC